4-[7-(4-cyanopyridin-2-yl)-5-(2-fluorophenyl)-7H-pyrrolo[2,3-d]pyrimidin-4-yl]piperazine-1-carboxylic acid tert-butyl ester C(C)(C)(C)OC(=O)N1CCN(CC1)C=1C2=C(N=CN1)N(C=C2C2=C(C=CC=C2)F)C2=NC=CC(=C2)C#N